(S)-5-(pyrazin-2-yl)-2-((1R,3S)-3-(o-tolyl)cyclobutyl)-2,5,6,7-tetrahydro-3H-pyrrolo[2,1-c][1,2,4]triazol-3-one N1=C(C=NC=C1)[C@@H]1CCC2=NN(C(N21)=O)C2CC(C2)C2=C(C=CC=C2)C